N-benzyl-2-(heptynyl)benzamide C(C1=CC=CC=C1)NC(C1=C(C=CC=C1)C#CCCCCC)=O